(1r,4r)-4-(ethylsulfonylamino)cyclohexane-1-carboxylic acid methyl ester COC(=O)C1CCC(CC1)NS(=O)(=O)CC